FCCN1CC(CCC1)NC1=NN=C(C2=CC=CC=C12)C1=CC=C(C=C1)OC N-(1-(2-fluoroethyl)piperidin-3-yl)-4-(4-methoxyphenyl)phthalazin-1-amine